C(C)(C)C1=C(C=CC=C1)[C@H]1N(CCN(C1)CC1=CC=C(C=C1)N1CCOCC1)C1CC2(CN(C2)C2=CC=C(C(=O)N)C=C2)C1 4-(6-((R)-2-(2-isopropylphenyl)-4-(4-morpholinobenzyl)piperazin-1-yl)-2-azaspiro[3.3]heptan-2-yl)benzamide